CC=1C=CC2=C(N=C(O2)[C@H]2N(CCC3=C2N=CN3)C(=O)C=3OC(=NN3)C3=NC=CC=C3)C1 (S)-(4-(5-methylbenzo[d]oxazol-2-yl)-6,7-dihydro-1H-imidazo[4,5-c]pyridin-5(4H)-yl)(5-(pyridin-2-yl)-1,3,4-oxadiazol-2-yl)methanone